(R)-2-amino-6-borono-2-(2-((S)-2-(hydroxymethyl)pyrrolidin-1-yl)ethyl)hexanoic acid N[C@](C(=O)O)(CCCCB(O)O)CCN1[C@@H](CCC1)CO